CO[C@@H](COC=1C=C(C=2N(C1)N=CC2C#N)C=2C=NC(=CC2)N2CCN(CC2)CC2=NC=C(C=C2)C)C (R)-6-(2-methoxypropoxy)-4-(6-(4-((5-methylpyridin-2-yl)methyl)piperazin-1-yl)pyridin-3-yl)pyrazolo[1,5-a]pyridine-3-carbonitrile